C1(=CC=CC=C1)N1C(=NC2=C1C=CC=C2)C=2C=C(C=C(C2)C2=NC1=C(N2C2=CC=CC=C2)C=CC=C1)C1=NC2=C(N1C1=CC=CC=C1)C=CC=C2 2-[3,5-bis(1-phenylbenzimidazol-2-yl)phenyl]-1-phenylbenzimidazole